(2,4,6-trioxo-1,3,5-triazinane-1,3,5-triyl)tris(ethane-2,1-diyl) tris(3-(dioctylamino)propanoate) C(CCCCCCC)N(CCC(=O)OCCN1C(N(C(N(C1=O)CCOC(CCN(CCCCCCCC)CCCCCCCC)=O)=O)CCOC(CCN(CCCCCCCC)CCCCCCCC)=O)=O)CCCCCCCC